2-methyl-3-(2-phenyl-5-pyridyl)-2-azabicyclo[2.2.2]octane CN1C2CCC(C1C=1C=CC(=NC1)C1=CC=CC=C1)CC2